1-cyclopropyl-N-[6-cyclopropyl-4-[2-(3,3-difluoroazetidine-1-carbonyl)-4-(difluoromethoxy)phenyl]pyridin-2-yl]-5-formyl-2-oxopyridine-3-carboxamide C1(CC1)N1C(C(=CC(=C1)C=O)C(=O)NC1=NC(=CC(=C1)C1=C(C=C(C=C1)OC(F)F)C(=O)N1CC(C1)(F)F)C1CC1)=O